3-fluoro-2-(6-fluoro-4-((R)-2-methylpiperazin-1-yl)-2-(((R)-1-methylpyrrolidin-3-yl)methoxy)pyrido[2,3-d]pyrimidin-7-yl)phenol FC=1C(=C(C=CC1)O)C=1C(=CC2=C(N=C(N=C2N2[C@@H](CNCC2)C)OC[C@H]2CN(CC2)C)N1)F